1H-quinoline-4-carboxylic acid N1CC=C(C2=CC=CC=C12)C(=O)O